OC1=C(C=C(C(=C1)S(=O)(=O)O)O)COCC1=CC(=C(C=C1O)S(=O)(=O)O)O 4-((2,5-dihydroxy-4-sulfophenyl)methoxymethyl)-2,5-dihydroxybenzenesulfonic acid